C1(CCCCC1)C[C@H](C1CC1)NC(=O)[C@@H]1NCC2=CC(=CC=C2C1)O (3R)-N-[(1R)-2-cyclohexyl-1-cyclopropylethyl]-7-hydroxy-1,2,3,4-tetrahydroisoquinoline-3-carboxamide